C(#N)C=1C=CC(=C(C(=O)NC=2C(=NC(=CC2)OC)C)C1)NC1=C(C=C(C=C1)F)C 5-cyano-2-((4-fluoro-2-methylphenyl)amino)-N-(6-methoxy-2-methylpyridin-3-yl)benzamide